(R)-7-(2-(((3-chloropyridin-2-yl)(methyl)amino)methyl)pyrrolidin-1-yl)-6-fluoro-1-(4-hydroxyphenyl)-4-oxo-1,4-dihydroquinoline-3-carboxylic acid ClC=1C(=NC=CC1)N(C)C[C@@H]1N(CCC1)C1=C(C=C2C(C(=CN(C2=C1)C1=CC=C(C=C1)O)C(=O)O)=O)F